tert-Butyl 4-[2-[5-bromo-4-(4-chlorophenyl)-2-(4-methoxyphenyl)imidazol-1-yl]acetyl]piperazine-1-carboxylate BrC1=C(N=C(N1CC(=O)N1CCN(CC1)C(=O)OC(C)(C)C)C1=CC=C(C=C1)OC)C1=CC=C(C=C1)Cl